C1(CC1)C=1C=CC2=C(C(=NN(C2=O)CC(=O)NC2=NC=C(C=N2)F)C(C)C)N1 2-(2-Cyclopropyl-8-isopropyl-5-oxo-pyrido[2,3-d]pyridazin-6-yl)-N-(5-fluoropyrimidin-2-yl)acetamide